5,6-difluoro-2-(2-octyldodecyl)-4,7-bis(thiophen-2-yl)-2H-benzotriazole FC1=C(C=2C(=NN(N2)CC(CCCCCCCCCC)CCCCCCCC)C(=C1F)C=1SC=CC1)C=1SC=CC1